BrC=1C(=CC2=C(N(C([C@H](CS2(=O)=O)NC(OC(C)(C)C)=O)=O)CC2=CC=C(C=C2)C#N)C1)F tert-butyl N-[(3R)-7-bromo-5-[(4-cyanophenyl)methyl]-8-fluoro-1,1,4-trioxo-2,3-dihydro-1λ6,5-benzothiazepin-3-yl]carbamate